CC1(C2C3C4C=CC(C3C(C1)C2)C4)C(=O)OCC(F)(F)F 8-methyl-8-(2,2,2-trifluoroethoxycarbonyl)tetracyclo[4.4.0.12,5.17,10]dodec-3-ene